ClC=1N=C2C(=C(C(N(C2=CC1)C)=O)C#N)N1C[C@H]([C@H](CC1)NC1=CC=C(C=C1)Cl)C 6-Chloro-4-[(3R,4S)-4-(4-Chloroanilino)-3-methyl-1-piperidinyl]-1-methyl-2-oxo-1,5-naphthyridine-3-carbonitrile